tert-butyl (1-(4-(chloromethyl)-2-methoxybenzyl)-7-(((5-cyclopropyl-1,2,4-oxadiazol-3-yl)methyl)amino)-1H-pyrazolo[4,3-d]pyrimidin-5-yl)carbamate ClCC1=CC(=C(CN2N=CC=3N=C(N=C(C32)NCC3=NOC(=N3)C3CC3)NC(OC(C)(C)C)=O)C=C1)OC